[[(3-[imidazo[1,2-a]pyridin-8-ylmethoxy]pyridin-4-yl)methyl]amino]-2-oxo-5,6-dihydropyridine-1-carboxylate N=1C=CN2C1C(=CC=C2)COC=2C=NC=CC2CNC=2C(N(CCC2)C(=O)[O-])=O